FC=1C(=C2C(=CC(=CC2=CC1)N)B1OC(C(O1)(C)C)(C)C)C#C[Si](C(C)C)(C(C)C)C(C)C 6-Fluoro-4-(4,4,5,5-tetramethyl-1,3,2-dioxaborolan-2-yl)-5-((triisopropylsilyl)ethynyl)naphthalen-2-amine